The molecule is an aminopyrrolidine that is D-proline substituted by a amino group at position 5 and a methyl group at position 3. It is a pyrrolidinemonocarboxylic acid, an aminopyrrolidine, a D-proline derivative and a D-alpha-amino acid. C[C@@H]1C[C@@H](N[C@H]1C(=O)O)N